tert-butyl (2S)-4-{[3-(2,4-dioxo-1,3-diazinan-1-yl)-1-methyl-1H-indazol-5-yl]methyl}-2-methylpiperazine-1-carboxylate O=C1N(CCC(N1)=O)C1=NN(C2=CC=C(C=C12)CN1C[C@@H](N(CC1)C(=O)OC(C)(C)C)C)C